OP(O)(=O)OP(=O)(O)O.C=CC(C)C isopentene pyrophosphate